2-cyclopropyl-6-methyl-N-{3-[(1r,3s)-3-methyl-1-(4-methyl-1,2,4-triazol-3-yl)cyclobutyl]phenyl}pyrimidine-4-carboxamide C1(CC1)C1=NC(=CC(=N1)C(=O)NC1=CC(=CC=C1)C1(CC(C1)C)C1=NN=CN1C)C